COC1=C(N)C=C(C(=C1)N1CCN(CCC1)C)C 2-methoxy-5-methyl-4-(4-methyl-1,4-diazepan-1-yl)aniline